(2-(tetrahydro-2H-pyran-2-yl)phenyl)methanesulfonyl chloride O1C(CCCC1)C1=C(C=CC=C1)CS(=O)(=O)Cl